N-(3,5-Bis(trifluoromethyl)phenyl)-2-hydroxy-3-nitrobenzamide FC(C=1C=C(C=C(C1)C(F)(F)F)NC(C1=C(C(=CC=C1)[N+](=O)[O-])O)=O)(F)F